2-(2-chloroethyl)-3,4-dihydro-1H-isoquinoline ClCCN1CC2=CC=CC=C2CC1